C(CCC)C1CCC(CC1)C1=CC=C(C=C1)C1=NC=C(N=C1)N=C=S 2-[4-(4-butylcyclohexyl)phenyl]-5-isothiocyanatopyrazine